ClC1=C(C=C(C(=C1)Cl)NC=O)OC 2,4-dichloro-5-formamidoanisole